2-{4-[5-Fluoro-2-(1-methylpyrazol-4-yl)-1H-pyrrolo[2,3-b]pyridin-4-yl]piperidine-1-carbonyl}-5-(trifluoromethoxy)aniline FC=1C(=C2C(=NC1)NC(=C2)C=2C=NN(C2)C)C2CCN(CC2)C(=O)C2=C(N)C=C(C=C2)OC(F)(F)F